tert-butyl (6R)-6-ethynyl-5-azaspiro[2.4]heptane-5-carboxylate C(#C)[C@@H]1N(CC2(CC2)C1)C(=O)OC(C)(C)C